4-Methyl-N-(2-methyl-2-((triethylsilyl)peroxy)cyclohexyl)benzenesulfonamide CC1=CC=C(C=C1)S(=O)(=O)NC1C(CCCC1)(OO[Si](CC)(CC)CC)C